5-(N-(4-Trifluoromethylphenylethyl)sulfamoyl)-3-methylbenzofuran-2-carboxylate FC(C1=CC=C(C=C1)CCNS(=O)(=O)C=1C=CC2=C(C(=C(O2)C(=O)[O-])C)C1)(F)F